5-chloro-2-(pyrazin-2-yl)-1,8-naphthyridine ClC1=C2C=CC(=NC2=NC=C1)C1=NC=CN=C1